methyl (E)-5-(3-(allyloxy) prop-1-en-1-yl)-2-methoxybenzoate C(C=C)OC/C=C/C=1C=CC(=C(C(=O)OC)C1)OC